2-Chloro-4-((3S)-8-(4-(4-((4-(3-((2,6-dioxo-piperidin-3-yl)amino)-phenyl)-3-oxopiperazin-1-yl)methyl)piperidine-1-carbonyl)phenyl)-3-methyl-2,8-diazaspiro[4.5]decan-2-yl)benzonitrile ClC1=C(C#N)C=CC(=C1)N1CC2(C[C@@H]1C)CCN(CC2)C2=CC=C(C=C2)C(=O)N2CCC(CC2)CN2CC(N(CC2)C2=CC(=CC=C2)NC2C(NC(CC2)=O)=O)=O